C(C)(C)N1C(=NC=C1C1=NC(=NC=C1)NC1=CC=C(C=C1)S(=O)(=O)C)C 4-(1-isopropyl-2-methyl-1H-imidazol-5-yl)-N-(4-(methylsulfonyl)phenyl)pyrimidin-2-amine